CC1=CC=CC(=N1)C=1NC=C(N1)C(C)NC(OC(C)(C)C)=O tert-butyl (1-(2-(6-methylpyridin-2-yl)-1H-imidazol-4-yl)ethyl)carbamate